FC1=C(C(=CC=C1)F)C1=CC=CC2=C1C(=NO2)N2C(N1[C@H](C2)C([C@@H](C1)NS(=O)(=O)C1CC1)(F)F)=O N-{(6R,7aR)-2-[4-(2,6-difluorophenyl)-1,2-benzoxazol-3-yl]-7,7-difluoro-3-oxohexahydro-1H-pyrrolo[1,2-c]imidazol-6-yl}cyclopropanesulfonamide